FC([C@@H](C)OC1=CC(=NC=C1)C#N)(F)F |r| (±)-4-((1,1,1-trifluoropropan-2-yl)oxy)pyridinecarbonitrile